C12CN(CC(O1)C2)C2=NN(C1=C2C=NC(=C1)C(=O)N)C1=NC(=NC(=C1)CC)C(C)(F)F (3-(6-oxa-3-azabicyclo[3.1.1]hept-3-yl)-1-(2-(1,1-difluoroethyl)-6-ethylpyrimidin-4-yl)-1H-pyrazolo[4,3-c]pyridin-6-yl)carboxamide